3-(4-bromophenyl)prop-2-ynoic acid BrC1=CC=C(C=C1)C#CC(=O)O